7-(2-((7-chloro-2-(2,2,2-trifluoroacetyl)-1,2,3,4-tetrahydroisoquinolin-6-yl)amino)-5-(trifluoromethyl)pyrimidin-4-yl)-3,4-dihydrothieno[3,2-f][1,4]oxazepin-5(2H)-one ClC1=C(C=C2CCN(CC2=C1)C(C(F)(F)F)=O)NC1=NC=C(C(=N1)C1=CC=2C(NCCOC2S1)=O)C(F)(F)F